Hexahydro-1H-furo[3,4-b]pyrrol-3-amine N1C2C(C(C1)N)COC2